1-(4-dimethylaminoethyl-sulfonylphenyl)-3-(4-chlorophenyl)-2-pyrazoline CN(C)CCS(=O)(=O)C1=CC=C(C=C1)N1N=C(CC1)C1=CC=C(C=C1)Cl